C(C)N(C=1N=C(C(=NC1CC)C(=O)N)NC1=CC(=CC=C1)OCCCNC([C@H](C)NC)=O)CC (S)-5-(diethylamino)-6-ethyl-3-((3-(3-(2-(methylamino)propanamido)propoxy)phenyl)amino)pyrazine-2-carboxamide